5-bromo-6-(trifluoromethyl)pyridin-3-amine BrC=1C=C(C=NC1C(F)(F)F)N